tert-Butyl (3R)-4-hydroxy-3-isobutyl-7-(trifluoromethyl)-3,4-dihydro-1H-isoquinoline-2-carboxylate OC1[C@H](N(CC2=CC(=CC=C12)C(F)(F)F)C(=O)OC(C)(C)C)CC(C)C